CC1=C(C=CC=C1)[Si](OC)(OC)C1=C(C=CC=C1)C bis(2-methylphenyl)-dimethoxysilane